COC(=O)[C@H]1N([C@H]([Se][C@@H]1CC1=CC=CC=C1)C(C)(C)C)C=O (2R,4R,5R)-5-benzyl-2-(tert-butyl)-3-formyl-1,3-selenazolidine-4-carboxylic acid methyl ester